NC=1C(NC2=C(N=CC(=C2C1C1=C2C=NNC2=C(C=C1)F)OC1CC1)C)=O 3-Amino-5-(cyclopropoxy)-4-(7-fluoro-1H-indazol-4-yl)-8-methyl-1H-1,7-naphthyridin-2-one